ClC1=C(C(=NC=C1C(=O)NC([2H])([2H])[2H])Cl)F 4,6-dichloro-5-fluoro-N-(methyl-d3)nicotinamide